(S)-7-(4-fluorobenzyl)-2-methyl-N-(tetrahydro-2H-pyran-4-yl)-2,3-dihydro-1H-pyrido[2,3-b][1,4]oxazine-6-carboxamide FC1=CC=C(CC2=CC3=C(OC[C@@H](N3)C)N=C2C(=O)NC2CCOCC2)C=C1